S1C(=CC=C1)C=1C=C(C(=O)N2CC3(CN(C3)C3=NC=C(C=N3)C(=O)O)CC2)C=CC1 2-(6-(3-(thiophen-2-yl)benzoyl)-2,6-diazaspiro[3.4]octane-2-yl)pyrimidine-5-carboxylic acid